4-toluenesulfonyl-hydrazine CC1=CC=C(C=C1)S(=O)(=O)NN